TBDMSsuccinic benzyl ester C(C1=CC=CC=C1)OC(C(CC(=O)O)[Si](C)(C)C(C)(C)C)=O